BrC1=CC=C(C=N1)N1C(N(C2=C1C(=CC=C2)C)CC(=O)O)=O 2-[3-(6-bromo-3-pyridinyl)-4-methyl-2-oxo-benzimidazol-1-yl]acetic acid